(1S,2S,4R)-2-bromo-1-methyl-4-(prop-1-en-2-yl)cyclohexanol Br[C@@H]1[C@](CC[C@H](C1)C(=C)C)(O)C